6-(2-(4-Fluoro-3-methylphenyl)-5,6-dihydro-4H-pyrrolo[1,2-b]pyrazol-3-yl)-[1,2,4]triazolo[1,5-a]pyridine FC1=C(C=C(C=C1)C=1C(=C2N(N1)CCC2)C=2C=CC=1N(C2)N=CN1)C